C[C@H]1CCC(N(C1)C(=O)OC(C)(C)C)C=1C=C2CC3(C(NC2=CC1)=O)CC3 tert-butyl (5S)-5-methyl-2-(2'-oxo-1',4'-dihydro-2'H-spiro[cyclopropane-1,3'-quinolin]-6'-yl)piperidine-1-carboxylate